tris[6-(N,N-dimethylamino)hexyl]amine CN(C)CCCCCCN(CCCCCCN(C)C)CCCCCCN(C)C